tert-butyl 1-(3-chloro-4-methoxyphenyl)pyrrolidin-3-ylcarbamate ClC=1C=C(C=CC1OC)N1CC(CC1)NC(OC(C)(C)C)=O